CN(CCOC=1C=C2CN(CC2=CC1)C(=O)C1=C(C=CC(=C1)C(=O)N1CC2=CC=CC=C2C1)O)C (5-(2-(Dimethylamino)ethoxy)isoindolin-2-yl)(2-hydroxy-5-(isoindoline-2-carbonyl)phenyl)methanone